2-chloro-N-(4-ethoxyphenyl)acetamide CCOC1=CC=C(C=C1)NC(=O)CCl